C(C)[NH+](C)CC diethylmethylammonium